[C-]#[C-].[Li+].[Li+] Lithium Acetylide